((6-(2,5-dimethyl-3-(1H-pyrazol-4-yl)piperazin-1-yl)-2-(6-(trifluoromethyl)imidazo[1,2-a]pyrazin-3-yl)pyrimidin-4-yl)imino)dimethyl-λ6-sulfanone CC1N(CC(NC1C=1C=NNC1)C)C1=CC(=NC(=N1)C1=CN=C2N1C=C(N=C2)C(F)(F)F)N=S(=O)(C)C